2-(3-ethylpentanoylamino)-4-[methyl-[2-[2-(5,6,7,8-tetrahydro-1,8-naphthyridin-2-yl)ethyl]cyclopropyl]amino]butanoic acid C(C)C(CC(=O)NC(C(=O)O)CCN(C1C(C1)CCC1=NC=2NCCCC2C=C1)C)CC